C(C)(=O)O[C@@H]1[C@H](N(C[C@@H]([C@H]1OC(C)=O)OC(C)=O)CC1CCC2(CC(OC2)(C)C)CC1)C (2R,3R,4R,5S)-1-((3,3-dimethyl-2-oxaspiro[4.5]decan-8-yl)methyl)-2-methylpiperidine-3,4,5-triyl triacetate